C(C)(C)(C)OC(=O)N1C[C@@H](N([C@H](C1)C)C=1C=NC(=CC1)NC=1C(N(C=C(C1)Br)C)=O)C (3S,5S)-4-(6-((5-bromo-1-methyl-2-oxo-1,2-dihydropyridin-3-yl)amino)pyridin-3-yl)-3,5-dimethylpiperazine-1-carboxylic acid tert-butyl ester